Methyl (2-(1-ethoxyvinyl)pyrimidin-4-yl)methanesulfonate C(C)OC(=C)C1=NC=CC(=N1)CS(=O)(=O)OC